(4-dimethylaminophenyl)-2-(4-hydroxyphenyl)-5,7-dimethoxy-4H-chromen-4-one CN(C1=CC=C(C=C1)C1=C(OC2=CC(=CC(=C2C1=O)OC)OC)C1=CC=C(C=C1)O)C